methyl 1,1-dimethylol-β-carboline-3-carboxylate C(O)C1(N=C(C=C2C3=CC=CC=C3N=C12)C(=O)OC)CO